(S)-N-((1S,2S,5S)-2-((2-chloro-5-fluoro-4-(N-(pyrimidin-4-yl)sulfamoyl)phenyl)amino)-5-(3-(trifluoromethyl)phenyl)-cyclohexyl)-N,1-dimethylpyrrolidine-3-carboxamide ClC1=C(C=C(C(=C1)S(NC1=NC=NC=C1)(=O)=O)F)N[C@@H]1[C@H](C[C@H](CC1)C1=CC(=CC=C1)C(F)(F)F)N(C(=O)[C@@H]1CN(CC1)C)C